5-(5-(ethylsulfonyl)-6-(3-(trifluoromethyl)-1H-1,2,4-triazol-1-yl)pyridin-3-yl)-2-(trifluoromethyl)pyrazolo[1,5-a]pyrimidine C(C)S(=O)(=O)C=1C=C(C=NC1N1N=C(N=C1)C(F)(F)F)C1=NC=2N(C=C1)N=C(C2)C(F)(F)F